C(C)OC(=O)C1=C(N=C(N1)C1CC2(CN(C2)C(=O)OC(C)(C)C)C1)C1=CC=C(C=C1)C(NC1=NC=CC(=C1)CC)=O tert-butyl 6-(5-(ethoxycarbonyl)-4-(4-((4-ethylpyridin-2-yl) carbamoyl) phenyl)-1H-imidazol-2-yl)-2-azaspiro[3.3]heptane-2-carboxylate